FC(C=1C=CC(=NC1)C(N1C[C@@H](N(C[C@H]1C)C=1C2=C(N=C(N1)Cl)N(N=N2)C[C@H]2OCCC2)C)C2=NC=C(C=C2)C(F)(F)F)(F)F 7-((2S,5R)-4-(bis(5-(trifluoromethyl)pyridin-2-yl)methyl)-2,5-dimethylpiperazin-1-yl)-5-chloro-3-(((S)-tetrahydrofuran-2-yl)methyl)-3H-[1,2,3]triazolo[4,5-d]pyrimidine